4-(7-bromo-2,6-dichloro-3-cyano-8-fluoro-2-hydroxyquinolin-4-yl)piperazine-1-carboxylate BrC1=C(C=C2C(=C(C(NC2=C1F)(O)Cl)C#N)N1CCN(CC1)C(=O)[O-])Cl